OC1(CCOCC1)C(=O)N1CC2=C(C=C(C=C2CC1)C=1C=C2C(=NC1)NC=C2C)[C@H]2NCCC2 (S)-(4-hydroxytetrahydro-2H-pyran-4-yl)(6-(3-methyl-1H-pyrrolo[2,3-b]pyridine-5-yl)-8-(pyrrolidin-2-yl)-3,4-dihydroisoquinolin-2(1H)-yl)methanone